4-methyl-3-(trifluoromethylphenyl)-7-oxabicyclo[2.2.1]heptane-2-carboxamide CC12C(C(C(CC1)O2)C(=O)N)C2=C(C=CC=C2)C(F)(F)F